(E)-3,3'-dimethoxychalcone COC=1C=C(C=CC1)\C=C\C(=O)C1=CC(=CC=C1)OC